C(=C[C@]1(CC[C@H]2[C@@H]3CC[C@@H]4C[C@@H](CC[C@]4(C)[C@H]3CC[C@]12C)O)O)O 5β-pregnene-3α,17,21-triol